dibutyl-3,3'-dithiodipropionic acid C(CCC)C(C(=O)O)(CSSCCC(=O)O)CCCC